C1=C2C3=C(COC2=CC(=C1)O[Si](C)(C)C(C)(C)C)C=C(C=C3)O[Si](C)(C)C(C)(C)C ((6H-benzo[c]chromene-3,8-diyl)bis(oxy))bis(t-butyldimethylsilane)